NC=1C(=C(C(=CC1)F)C1=C(C=2N(C=C1)C(=NC2)C(=O)NC)F)F 7-(3-amino-2,6-difluorophenyl)-8-fluoro-N-methylimidazo[1,5-a]pyridine-3-carboxamide